ClC1=CC(=C(C(=O)OC)C=C1)C1=C(C=NC=C1)[N+](=O)[O-] methyl 4-chloro-2-(3-nitro-4-pyridyl)benzoate